C(C1=CC=CC=C1)(=O)N1C(C2=CC=C(C=C2C1=O)C(F)(F)F)=O 2-benzoyl-5-(trifluoromethyl)isoindoline-1,3-dione